di(α-naphthyl)benzidine C1(=CC=CC2=CC=CC=C12)NC1=CC=C(C2=CC=C(NC3=CC=CC4=CC=CC=C34)C=C2)C=C1